C1(=CC=C(C=C1)CCCCCCCCCCCCCCCCCC(=O)N)CCCCCCCCCCCCCCCCCC(=O)N p-phenylenebisstearic acid amide